1-ethyl-3-(6-((4-(2-methyl-6-(1H-pyrazol-1-yl)pyridin-3-yl)piperazin-1-yl)methyl)pyrimidin-4-yl)urea C(C)NC(=O)NC1=NC=NC(=C1)CN1CCN(CC1)C=1C(=NC(=CC1)N1N=CC=C1)C